NC1=C(C=NN1C=1C=NC(=CC1C)OC1=C(C=CC=C1F)F)C(=O)C1=CC2=C3CCN(CC3=CC=C2N1)CC1COCC1 (5-amino-1-{6-[(2,6-difluorophenyl)oxy]-4-methylpyridin-3-yl}pyrazol-4-yl)[7-(tetrahydrofuran-3-ylmethyl)-6,7,8,9-tetrahydro-3H-pyrrolo[3,2-f]isoquinolin-2-yl]methanone